[Bi].[Sn].[Ge] germanium tin bismuth